3-(4-(4-acryloyl-piperazin-1-yl)-6-chloro-quinazolin-7-yl)-4-fluoro-benzamide C(C=C)(=O)N1CCN(CC1)C1=NC=NC2=CC(=C(C=C12)Cl)C=1C=C(C(=O)N)C=CC1F